N(=[N+]=[N-])CC=1N=C2N(C=C(N=C2N2C(N(C(C2)=O)C)=O)C2CC2)C1 1-(2-(azidomethyl)-6-cyclopropylimidazo[1,2-a]pyrazin-8-yl)-3-methylimidazolidine-2,4-dione